BrC1=NC2=C(N=C(C=C2C=C1)N)N1CCC(CC1)(F)F 2-bromo-8-(4,4-difluoropiperidin-1-yl)-1,7-naphthyridin-6-amine